6,7-dimethoxyquinazolin-4-one COC=1C=C2C(NC=NC2=CC1OC)=O